C1=C(C=CC2=CC=CC=C12)N1C=CC2=C(C=CC=C12)CN1CCSCC1 4-((1-(naphthalen-2-yl)-1H-indol-4-yl)methyl)thiomorpholine